BrC1=CCC(C(=C1)C1=CC=C(C=C1)C(F)F)(C(=O)NC1=CC(=CC=C1)N1CCC(CC1)(F)F)[2H] 5-bromo-4'-(difluoromethyl)-N-(3-(4,4-difluoropiperidin-1-yl)phenyl)-[1,1'-biphenyl]-2-carboxamide-2-d